4-(2-(2-chlorophenoxy)acetamido)-3-morpholinophenyl-3-(N-(2-oxo-2-((2-(phenylthio)phenyl)amino)ethyl)methyl Sulfonamido)benzoate ClC1=C(OCC(=O)NC2=C(C=C(C=C2)OC(C2=CC(=CC=C2)N(S(=O)(=O)C)CC(NC2=C(C=CC=C2)SC2=CC=CC=C2)=O)=O)N2CCOCC2)C=CC=C1